C(C)(C)N1CCN(CC1)CC(=O)NC=1N=CC2=CC=C(C=C2C1)C1=CN=CN1C 2-(4-isopropylpiperazin-1-yl)-N-(6-(1-methyl-1H-imidazol-5-yl)isoquinolin-3-yl)acetamide